[Br-].C[N+](CC(CC(CCCCCCC\C=C/CCCCCCCC)=O)C(CCCCCCC\C=C/CCCCCCCC)=O)(CCO)C dimethyl-2-hydroxyethyl-2,3-dioleoylpropyl-ammonium bromide